5-(2,4-difluorophenyl)-N-((1-(4-sulfamoylbenzyl)piperidin-4-yl)methyl)isoxazole-3-carboxamide FC1=C(C=CC(=C1)F)C1=CC(=NO1)C(=O)NCC1CCN(CC1)CC1=CC=C(C=C1)S(N)(=O)=O